2,2-dimethyl-1-oxa-2-silacyclohexane C[Si]1(OCCCC1)C